N-(2-((5-bromo-3-oxo-1,3-dihydroisobenzofuran-1-yl)methyl)phenyl)acetamide BrC=1C=C2C(OC(C2=CC1)CC1=C(C=CC=C1)NC(C)=O)=O